COCCN1N=CC(=C1)NC1=NC=C(C=N1)CN1CCC2=CC=C(C=C12)C(=O)NC1=CC(=CC=C1)C(F)(F)F 1-((2-((1-(2-methoxyethyl)-1H-pyrazol-4-yl)amino)pyrimidin-5-yl)methyl)-N-(3-(trifluoromethyl)phenyl)indoline-6-carboxamide